5-benzyl-3-{[(1H-indole-4-carbonyl)-amino]-methyl}-4,5-dihydro-isoxazole-5-carboxylic acid methyl ester COC(=O)C1(CC(=NO1)CNC(=O)C=1C=2C=CNC2C=CC1)CC1=CC=CC=C1